C(C)(=O)NCCOC1=CC=C(C[C@H](N)C(=O)O)C=C1 4-(2-Acetylaminoethoxy)Phenylalanine